FC(OC1CC(C1)N)F (1s,3s)-3-(difluoromethoxy)cyclobutan-1-amine